6-(4-(2-(4-isopropyl-5-(8-methoxy-[1,2,4]triazolo[1,5-a]pyridin-6-yl)-1H-pyrazol-3-yl)thiazol-5-yl)cyclohexyl)-2-oxa-6-azaspiro[3.3]heptane C(C)(C)C=1C(=NNC1C=1C=C(C=2N(C1)N=CN2)OC)C=2SC(=CN2)C2CCC(CC2)N2CC1(COC1)C2